5-methoxy-2-(methoxymethoxy)benzene COC=1C=CC(=CC1)OCOC